C(C=C)(=O)NCCN(CC(C)(C)O)CC(O)(C)C N-(2-acrylamidoethyl)N,N-di(2,2-dimethyl-2-hydroxyethyl)amine